benzyl 4-[4-(2-aminoethyl)phenyl]piperazine-1-carboxylate hydrochloride salt Cl.NCCC1=CC=C(C=C1)N1CCN(CC1)C(=O)OCC1=CC=CC=C1